ALLYL CYCLOHEXANEACETATE C1(CCCCC1)CC(=O)OCC=C